NCC=1C=C(OCCCCN(C(OC(C)(C)C)=O)C)C=CC1C tert-butyl (4-(3-(aminomethyl)-4-methylphenoxy)butyl)(methyl)carbamate